CCCCCCCCCCCCCCCCCCCC(=O)SCCNC(=O)CCNC(=O)[C@@H](C(C)(C)COP(=O)(O)OP(=O)(O)OC[C@@H]1[C@H]([C@H]([C@@H](O1)N2C=NC3=C(N=CN=C32)N)O)OP(=O)(O)O)O The molecule is a very long-chain fatty acyl-CoA that is the S-icosanoyl derivative of coenzyme A. It has a role as a human metabolite. It is a long-chain fatty acyl-CoA and an 11,12-saturated fatty acyl-CoA. It derives from a coenzyme A.